C(N)(=O)C1=CC(=C(C(=C1)[N+](=O)[O-])NC/C=C/CNC1=C(C=C(C(=O)OC)C=C1[N+](=O)[O-])OC)OCC#CCN1CCN(CC1)C(C(C)C)=O methyl (E)-4-((4-((4-carbamoyl-2-((4-(4-isobutyrylpiperazin-1-yl)but-2-yn-1-yl)oxy)-6-nitrophenyl)amino)but-2-en-1-yl)amino)-3-methoxy-5-nitrobenzoate